7-methyl-octanolate CC(CCCCCC[O-])C